(5-(2-(7,8-dihydro-1,6-naphthyridin-6(5H)-yl)acetamido)-2-methylpyridin-3-yl)-2-(1-methyl-1H-pyrazol-4-yl)pyrazolo[5,1-b]Thiazole-7-carboxamide N1=CC=CC=2CN(CCC12)CC(=O)NC=1C=C(C(=NC1)C)C=1N2C(SC1C=1C=NN(C1)C)=C(C=N2)C(=O)N